C(C)C1(NC(N(C(C1)=O)CC1=[NH+]C=CC(=C1)C(NC1C(C(OC2=CC=CC=C12)(C)C)O)=O)=[NH2+])CC [4,4-diethyl-1-[[4-[(3-hydroxy-2,2-dimethyl-chroman-4-yl)carbamoyl]pyridin-1-ium-2-yl]methyl]-6-oxo-hexahydropyrimidin-2-ylidene]ammonium